ClC1CC=2C1=CC=CC2 1-chlorobenzocyclobutene